Tert-butyl (R)-8-methyl-3-(3-methyl-1,2,4-thiadiazol-5-yl)-5,6-dihydroimidazo[1,5-a]pyrazine-7(8H)-carboxylate C[C@@H]1C=2N(CCN1C(=O)OC(C)(C)C)C(=NC2)C2=NC(=NS2)C